BrC1=CC=C(C=C1)C[C@@]1(C(N(C(N1C)=O)C1=CC(=CC(=C1)Cl)Cl)=O)C (5R)-5-[(4-Bromophenyl)methyl]-3-(3,5-dichlorophenyl)-1,5-dimethyl-2,4-imidazolidinedione